C1=CC=CC2=NC3=CC=CC=C3N=C12.[Li] mono-lithium phenazine